N1CCNCCN(CC1)CC(=O)[O-] 1,4,7-triazacyclononane-7-acetate